[Cl-].FC1=CC=C(C=C1)N1C=[N+]2C(C=3NC4=CC=CC=C4C3C=C2)=C1C1=CC=CC=C1 2-(4-Fluorophenyl)-1-phenyl-2,11-dihydroimidazo[1',5':1,2]pyrido[3,4-b]indol-4-ium chloride